trihydroxybenzenetrialdehyde OC1=C(C(=C(C(=C1C=O)C=O)C=O)O)O